The molecule is an acyl-CoA(4-) obtained by deprotonation of the phosphate and diphosphate OH groups of 2,5-dihydroxybenzoyl-CoA; major species at pH 7.3. It is a conjugate base of a 2,5-dihydroxybenzoyl-CoA. CC(C)(COP(=O)([O-])OP(=O)([O-])OC[C@@H]1[C@H]([C@H]([C@@H](O1)N2C=NC3=C(N=CN=C32)N)O)OP(=O)([O-])[O-])[C@H](C(=O)NCCC(=O)NCCSC(=O)C4=C(C=CC(=C4)O)O)O